ClC1=C(C=CC=C1)C=1N=C(SC1)N(/N=C/C1=C(C=CC=C1)C(=O)OCCC)C (E)-4-(2-chlorophenyl)-2-[1-methyl-2-(2-propoxyformylbenzylidene)hydrazino]thiazole